(triphenylenylbiphenylyl)triazine C1(=CC=CC=2C3=CC=CC=C3C3=CC=CC=C3C12)C=1C(=C(C=CC1)C1=CC=CC=C1)C1=NN=NC=C1